4-(4-amino-2-fluorophenyl)-3-oxopiperazine-1-carboxylic acid tert-butyl ester C(C)(C)(C)OC(=O)N1CC(N(CC1)C1=C(C=C(C=C1)N)F)=O